8-(2,6-dimethylpyridin-4-yl)-7-phenyl-[1,2,4]triazolo[4,3-c]pyrimidin-5-amine CC1=NC(=CC(=C1)C=1C=2N(C(=NC1C1=CC=CC=C1)N)C=NN2)C